2,5-di-t-butylaniline C(C)(C)(C)C1=C(N)C=C(C=C1)C(C)(C)C